[Cu+2].OC=1C(=CC2=CC=CC=C2C1N=NC1=CC=CC=C1)C(=O)[O-].OC=1C(=CC2=CC=CC=C2C1N=NC1=CC=CC=C1)C(=O)[O-] bis[3-hydroxy-4-(phenylazo)-2-naphthalenecarboxylic acid] copper salt